ClC(C(CC(=O)Cl)(C)C)CCl 4,5-dichloro-3,3-dimethyl-valeryl chloride